2-chloro-N-(1-(2-(4-chlorophenoxy)-2-methylpropanoyl)piperidin-4-yl)acetamide ClCC(=O)NC1CCN(CC1)C(C(C)(C)OC1=CC=C(C=C1)Cl)=O